FC1=C(C=CC=C1)C=1C(=NC(=NC1)NC1=CC(=CC=C1)C(=O)N1CCCC1)N[C@H]1[C@H]([C@@H]2C=C[C@H]1C2)C(=O)N (1S,2S,3R,4R)-3-((5-(2-fluorophenyl)-2-((3-(pyrrolidine-1-carbonyl)phenyl)amino)pyrimidin-4-yl)amino)bicyclo[2.2.1]hept-5-ene-2-carboxamide